4-((2S,SR)-4-(bis(4-fluorophenyl)methyl)-2,5-dimethylpiperazin-1-yl)-1-methyl-2-oxo-1,2-dihydro-1,5-naphthyridine-3-carbonitrile FC1=CC=C(C=C1)C(N1C[C@@H](N(C[C@@H]1C)C1=C(C(N(C2=CC=CN=C12)C)=O)C#N)C)C1=CC=C(C=C1)F |&1:13|